ClC1=CC2=C(OC=CC(=C2)C(=O)OC)C=C1 methyl 7-chlorobenzo[b]oxepin-4-carboxylate